4-(4-(4-acryloylpiperazin-1-yl)-2-(((S)-1-methylpyrrolidin-2-yl)methoxy)-5,6,7,8-tetrahydroquinazolin-7-yl)naphthalen-2-yl acrylate C(C=C)(=O)OC1=CC2=CC=CC=C2C(=C1)C1CCC=2C(=NC(=NC2C1)OC[C@H]1N(CCC1)C)N1CCN(CC1)C(C=C)=O